Farnesyldihydroxybenzoic acid C(C=C(C)CCC=C(C)CCC=C(C)C)C1=C(C(=C(C(=O)O)C=C1)O)O